C1(CCCC1)NC1=CC=C(C=C1)C1C(CC2C(N1C(C1=C(C=CC=C1C)F)=O)CCC2)C(=O)O cis-2-[4-(cyclopentylamino)phenyl]-1-(2-fluoro-6-methyl-benzoyl)-2,3,4,4a,5,6,7,7a-octahydrocyclopenta[b]pyridine-3-carboxylic acid